CN(C1=CC=C2C=C(NC2=C1)C(=O)NCC1=CC=C(C=C1)C(=O)NNCCC)C 6-(dimethylamino)-N-(4-(2-propylhydrazine-1-carbonyl)benzyl)-1H-indole-2-carboxamide